C1(=CC(=CC=C1)C(=O)OC)C(=O)OC dimethyl 1,3-benzenedicarboxylate